S1C(SCCC1)C(\C(=C\C(C)(C)C)\C1=CC(=CC=C1)OC)=O (E)-1-(1,3-Dithian-2-yl)-2-(3-methoxyphenyl)-4,4-DIMETHYLPENT-2-en-1-one